ClC1=C2C=C(NC2=CC=C1OC)C(=O)N[C@@H](CC(C)(C)C)C(N[C@@H](C[C@H]1C(NCCC1)=O)C#N)=O 4-chloro-N-[(1S)-1-[[(1S)-1-cyano-2-[(3S)-2-oxo-3-piperidyl]ethyl]carbamoyl]-3,3-dimethyl-butyl]-5-methoxy-1H-indole-2-carboxamide